(((5s,7r)-7-hydroxy-2-oxo-1-oxa-3-azaspiro[4.5]decan-7-yl)methyl)-1H-benzo[d]imidazole-6-carbonitrile O[C@]1(C[C@]2(CNC(O2)=O)CCC1)CN1C=NC2=C1C=C(C=C2)C#N